2,3,6-trifluorophenyl sulfurofluoridate S(OC1=C(C(=CC=C1F)F)F)(=O)(=O)F